N1C(=NC2=C1C=CC=C2)CN2[C@@H](CCC2)[C@H]2N(CCC2)CC2=NC1=C(N2)C=CC=C1 (2S,2'S)-1,1'-bis((1H-benzo[d]imidazol-2-yl)methyl)-2,2'-bipyrrolidine